C(CCCCCCCCCCCCCCC)(=O)OC[C@@H](OC(CCCCCCCCCCCCCCC)=O)COP(=O)(O)O.C(C(=C)C)(=O)OCCC[SiH2]C(OCC)OCC γ-methacryloyloxypropyl-diethoxymethylsilane 1,2-dipalmitoyl-sn-glycero-3-phosphate